CO[C@H]1C[C@@H](NC1)C (2S,4S)-4-methoxy-2-methylpyrrolidine